N-[9-[(2R,6S)-6-[[bis(4-methoxyphenyl)-phenyl-methoxy]methyl]-6-(hydroxymethyl)-4-isopropyl-morpholin-2-yl]-6-oxo-1H-purin-2-yl]-2-methyl-propionamide COC1=CC=C(C=C1)C(OC[C@@]1(O[C@H](CN(C1)C(C)C)N1C=2N=C(NC(C2N=C1)=O)NC(C(C)C)=O)CO)(C1=CC=CC=C1)C1=CC=C(C=C1)OC